4-cyano-4-(phenyl-thiocarbonyl-thio)pentanoic acid succinimidyl ester C1(CCC(N1OC(CCC(C)(SC(=S)C1=CC=CC=C1)C#N)=O)=O)=O